FC1=C(C=CC=C1)C1OC(=C(C1=O)OC(C)=O)N 2-(2-fluorophenyl)-4-(acetoxy)-5-amino-3(2H)-furanone